C1(CCCC1)C[C@@H](C(N[C@H](C=O)C[C@H]1C(NCC1)=O)=O)NC(OC(C(F)(F)C1=CC(=CC=C1)Cl)C1=CC=CC=C1)=O 2-(3-chlorophenyl)-2,2-difluoro-1-phenylethyl ((S)-3-cyclopentyl-1-oxo-1-(((S)-1-oxo-3-((S)-2-oxopyrrolidin-3-yl)propan-2-yl)amino)propan-2-yl)carbamate